CSC1=NN=C(S1)NC(=O)C=1OC(=NN1)N1CCCCC1 (5-(methylthio)-1,3,4-thiadiazol-2-yl)-5-(piperidin-1-yl)-1,3,4-oxadiazole-2-carboxamide